NC1=C2C(=NC=N1)N(N=C2N2C(=CC1=CC=CC=C21)C(=O)NCC2CC2)C(C)(C)C (4-amino-1-tert-butyl-pyrazolo[3,4-d]pyrimidine-3-yl)-N-(cyclopropylmethyl)-1H-indole-2-carboxamide